manganese-tellurium [Te].[Mn]